ClC=1C=CC(=C(C1)C1=C(C=NC(=C1)C)C(=O)NC=1SC=2C(=NC=C(N2)C2CC(C2)COC)N1)OC 4-(5-chloro-2-methoxyphenyl)-N-(6-(3-(methoxymethyl)cyclobutyl)thiazolo[4,5-b]pyrazin-2-yl)-6-methylpyridine-3-carboxamide